C1(CCC(=O)OCCO1)=O 2-ethylene succinate